dipalmitoyl-carboxyethyl-hydroxyethyl-methyl-ammonium C(CCCCCCCCCCCCCCC)(=O)C([NH+](CCO)CCC(=O)O)C(CCCCCCCCCCCCCCC)=O